1-{[2-bromo-5-(trifluoromethyl)phenyl]methyl}-6-nitro-3,4-dihydroquinolin-2-one BrC1=C(C=C(C=C1)C(F)(F)F)CN1C(CCC2=CC(=CC=C12)[N+](=O)[O-])=O